3-(dimethylamino)propyl 4-((4-(bis(2-hydroxydodecyl)amino) butanoyl)oxy)-3-methoxybenzoate OC(CN(CCCC(=O)OC1=C(C=C(C(=O)OCCCN(C)C)C=C1)OC)CC(CCCCCCCCCC)O)CCCCCCCCCC